N1=CC(=CC=C1)C(=O)SC1=C(C=CC=C1)C(S)=O 2-[(pyridine-3-carbonyl)sulfanyl]benzene-1-carbothioic S-acid